C1(CC1)C(CNC(=O)C1=NN(C(N1)=O)C)CC1=C(C=C(C=C1F)F)F N-(2-cyclopropyl-3-(2,4,6-trifluorophenyl)propyl)-1-methyl-5-oxo-4,5-dihydro-1H-1,2,4-triazole-3-carboxamide